CN1CCNC(C1)CN1N=CC(=C1)C methyl-5-[(4-methyl-1H-pyrazol-1-yl)methyl]piperazine